[chloro(methanesulfonyl)]benzene ClCS(=O)(=O)C1=CC=CC=C1